N(=[N+]=[N-])[C@H]1C(OCC1)=O (R)-3-AZIDODIHYDROFURAN-2(3H)-ONE